octanediamine furandicarboxylate O1C(=C(C=C1)C(=O)O)C(=O)O.C(CCCCCCC)(N)N